C(C)(C)[C@@H]1CC(=C[C@@H]([C@H]1O)C)C |o1:3,7,8| rel-(1R,2S,6S)-6-isopropyl-2,4-dimethylcyclohex-3-en-1-ol